C(#N)C=1C2=C(N=C(N1)N[C@@H](C)C1=CC=C(CN3CCN(CC3)C(=O)OC(C)(C)C)C=C1)N(C(C=C2)=O)CC(C)(C)C tert-butyl 4-{4-[(1S)-1-{[4-cyano-8-(2,2-dimethylpropyl)-7-oxo-7,8-dihydropyrido[2,3-d]pyrimidin-2-yl]amino} ethyl] benzyl}piperazine-1-carboxylate